N1(CCCCC1)C(=O)O[C@H]1C[C@H](CC1)C1=CC(=NN1)NC(=O)OCC1=CC=CC=C1 (1R,3S)-3-(3-(((benzyloxy)carbonyl)amino)-1H-pyrazol-5-yl)cyclopentyl piperidine-1-carboxylate